[N+](=O)([O-])C=1C(=NC(=CC1)C1=CC=CC=C1)NC=1C=CC(=NC1)CN1CC2(C1)CC(C2)C(=O)OC methyl 2-((5-((3-nitro-6-phenylpyridin-2-yl)amino)pyridin-2-yl)methyl)-2-azaspiro[3.3]heptane-6-carboxylate